2-methyl-1-{5-[3-(1-methyl-1H-imidazol-2-yl)-1,2,4-oxadiazol-5-yl]-1H-1,2,3-benzotriazol-1-yl}propan-2-ol CC(CN1N=NC2=C1C=CC(=C2)C2=NC(=NO2)C=2N(C=CN2)C)(C)O